2-BROMOGLUTARIC ACID BrC(C(=O)O)CCC(=O)O